ClC=1C=C2C(N(C(=NC2=C(C1)C(C)NC1=C(C(=O)O)C=CC=C1)N1CCOCC1)C)=O 2-[1-(6-chloro-3-methyl-2-morpholino-4-oxo-quinazolin-8-yl)ethylamino]benzoic acid